FC=1C=C(C=CC1F)[C@H]1[C@@H](CN(C1)CCOC)NC(=O)NC1=C(C(=NN1C1=CC=CC=C1)OCC(=O)N1CCOCC1)C 1-((3S,4R)-4-(3,4-difluorophenyl)-1-(2-methoxyethyl)pyrrolidin-3-yl)-3-(4-methyl-3-(2-morpholino-2-oxoethoxy)-1-phenyl-1H-pyrazol-5-yl)urea